3-Hydroxy-5-(3-m-cyanophenylisoxazol-5-yl)picolinoyl-glycine OC=1C(=NC=C(C1)C1=CC(=NO1)C1=CC(=CC=C1)C#N)C(=O)NCC(=O)O